Cl.N[C@H](C(=O)OC)C1=CC=C(C=C1)O methyl (S)-2-amino-2-(4-hydroxyphenyl)acetate hydrochloride